(7-(2-(2-methylpyrimidin-5-yl)-6-morpholinopyridin-4-yl)pyrazolo[1,5-a]pyridin-3-yl)(piperidin-1-yl)methanone CC1=NC=C(C=N1)C1=NC(=CC(=C1)C1=CC=CC=2N1N=CC2C(=O)N2CCCCC2)N2CCOCC2